N-(2-cyclopropylsulfonylethyl)-4-[5-(4-fluorophenyl)-6-tetrahydropyran-4-yl-1H-pyrrolo[2,3-f]indazol-7-yl]benzamide C1(CC1)S(=O)(=O)CCNC(C1=CC=C(C=C1)C1=C(N(C=2C=C3C=NNC3=CC21)C2=CC=C(C=C2)F)C2CCOCC2)=O